tert-Butyl (3,4,5-trimethoxybenzyl)carbamate COC=1C=C(CNC(OC(C)(C)C)=O)C=C(C1OC)OC